CS(=O)(=O)OCC=1N(N=C(C1I)COC)CCO[Si](C)(C)C(C)(C)C [2-[2-[tert-butyl(dimethyl) silyl]oxyethyl]-4-iodo-5-(methoxymethyl)pyrazol-3-yl]methyl methanesulfonate